CN(CC1=CC(=CC=C1)C(F)(F)F)CC1=CC(=NC=C1)C=1C=C2CN(C(C2=CC1)=O)C1C(NC(CC1)=O)=O 3-(5-(4-((methyl(3-(trifluoromethyl)benzyl)amino)methyl)pyridin-2-yl)-1-oxoisoindolin-2-yl)piperidine-2,6-dione